(R)-4-(7-(1,4-dimethyl-1H-pyrazol-5-yl)-2-(1H-indol-4-yl)thieno[3,2-d]Pyrimidin-4-yl)-3-methylmorpholine CN1N=CC(=C1C1=CSC2=C1N=C(N=C2N2[C@@H](COCC2)C)C2=C1C=CNC1=CC=C2)C